C1(CC1)S(=O)(=O)N1N=CC(=C1)C1=NC=CC(=N1)NC=1N=CC2=C(C=CC(=C2C1)C(C)C)N1[C@@H]([C@H](C1)N(S(=O)(=O)C)C)C N-((2R,3S)-1-(3-((2-(1-(cyclopropylsulfonyl)-1H-pyrazol-4-yl)pyrimidin-4-yl)amino)-5-isopropylisoquinolin-8-yl)-2-methylazetidin-3-yl)-N-methylmethanesulfonamide